FC1=C(C=CC(=C1)[N+](=O)[O-])N1N=CC(=C1)C1=NC(=NC(=C1)C)OCCC(F)(F)F 4-(1-(2-fluoro-4-nitrophenyl)-1H-pyrazole-4-yl)-6-methyl-2-(3,3,3-trifluoropropoxy)pyrimidine